ClP(=O)(N1C(OCC1)=O)N1C(OCC1)=O 3-[chloro-(2-oxooxazolidin-3-yl)phosphoryl]oxazolidin-2-one